2,6-Dimethoxy-N-(5-methylbenzo[d]isoxazol-3-yl)benzenesulfonamide COC1=C(C(=CC=C1)OC)S(=O)(=O)NC1=NOC2=C1C=C(C=C2)C